N1N=CC2=C(C=CC=C12)C1=NC(=NC(=N1)N1CCOCC1)C1=CC(=C(S1)CN(C)C)C 1-(5-(4-(1H-indazol-4-yl)-6-morpholino-1,3,5-triazin-2-yl)-3-methylthiophen-2-yl)-N,N-dimethylmethylamine